ClC1=C(C=C(C=C1)OC)C=1N=NN(C1)[C@H](C(=O)N1[C@@H](C[C@H](C1)O)C(=O)NC)C(C)(C)C (2S,4R)-1-[(2S)-2-[4-(2-chloro-5-methoxy-phenyl)triazol-1-yl]-3,3-dimethyl-butanoyl]-4-hydroxy-N-methyl-pyrrolidine-2-carboxamide